O1C(=CC=C1)C(=O)NC=1[Se]C(=CN1)C(=O)NC1=C(C=CC=C1C)Cl 2-(furan-2-carboxamido)-N-(2-chloro-6-methylphenyl)-1,3-selenazole-5-carboxamide